2-bromo-1-(6-(4,4-difluoropiperidin-1-yl)pyridin-2-yl)ethan-1-one BrCC(=O)C1=NC(=CC=C1)N1CCC(CC1)(F)F